O[C@@H]1C[C@H](N(C1)C([C@H](C(C)C)NC(OC(C)(C)C)=O)=O)C(N[C@@H](C)C1=CC=C(C=C1)C1=C(N=CS1)C)=O tert-butyl ((S)-1-((2S,4R)-4-hydroxy-2-(((S)-1-(4-(4-methylthiazol-5-yl)phenyl)ethyl)carbamoyl)pyrrolidin-1-yl)-3-methyl-1-oxobutan-2-yl)carbamate